6-amino-4-isopropoxynicotinic acid methyl ester COC(C1=CN=C(C=C1OC(C)C)N)=O